5-(5-(2-Chloro-7-ethoxyquinolin-3-yl)-3-(4-(6-fluoropyridin-3-yl)phenyl)-4,5-dihydro-1H-pyrazol-1-yl)-5-oxopentanoic acid ClC1=NC2=CC(=CC=C2C=C1C1CC(=NN1C(CCCC(=O)O)=O)C1=CC=C(C=C1)C=1C=NC(=CC1)F)OCC